2-[[4-[4-(dimethylamino)-1-piperidinyl]-6-[methyl-(3-pyridylmethyl)amino]-2-pyrimidinyl]amino]-4-methyl-5-thiazolecarboxylic acid ethyl ester C(C)OC(=O)C1=C(N=C(S1)NC1=NC(=CC(=N1)N1CCC(CC1)N(C)C)N(CC=1C=NC=CC1)C)C